C(#N)C(CN1C(CCCC1)=O)NC(=O)[C@@H]1[C@H]2C([C@H]2CN1C([C@H](C(C)(C)C)NC(C(F)(F)F)=O)=O)(C)C (1R,2S,5S)-N-[1-cyano-2-(2-oxo-1-piperidyl)ethyl]-3-[(2S)-3,3-dimethyl-2-[(2,2,2-trifluoroacetyl)amino]butanoyl]-6,6-dimethyl-3-azabicyclo[3.1.0]hexane-2-carboxamide